ClC=1C(=CC2=C(C[C@](O2)(C2=CC=CC=C2)CNC)C1C1=C(C(=O)N)C=CC(=C1F)OCCO)F 2-((2s,4r)-5-chloro-6-fluoro-2-((methylamino)methyl)-2-phenyl-2,3-dihydrobenzofuran-4-yl)-3-fluoro-4-(2-hydroxyethoxy)benzamide